COC=1C=C(C=NC1C#N)OC1CCC(CC1)NC(C)=O N-(4-((5-methoxy-6-cyanopyridin-3-yl)oxy)cyclohexyl)acetamide